4-((3H-imidazo[4,5-b]pyridin-3-yl)methyl)-2-(((1S,2S)-1-hydroxyl-(6-methoxypyridin-3-yl)propan-2-yl)oxy)-6-methoxyphenol N1=CN(C2=NC=CC=C21)CC2=CC(=C(C(=C2)OC)O)O[C@H](CO)CC=2C=NC(=CC2)OC